NC(CC1=CC=C(C=C1)NC(=O)C1CC(CCC1C(C)C)C)=O N-[4-(2-amino-2-oxoethyl)phenyl]-p-menthanecarboxamide